BrC=1C(=NC=C(C1)C)C 3-bromo-2,5-dimethylpyridine